N-[2-(2,6-dioxo-3-piperidinyl)-3-oxo-isoindolin-5-yl]-5H-pyrrolo[2,3-b]pyridine-4-carboxamide O=C1NC(CCC1N1CC2=CC=C(C=C2C1=O)NC(=O)C1=C2C(N=CC1)=NC=C2)=O